CN[C@@H]([C@@H](C)CC)C(=O)O Nα-methylisoleucine